6-(2-(3-cyclopropylphenyl)acetyl)-2-(1-phenylcyclopropyl)-5,6,7,8-tetrahydropyrido[4,3-d]pyrimidin-4(3H)-one C1(CC1)C=1C=C(C=CC1)CC(=O)N1CC2=C(N=C(NC2=O)C2(CC2)C2=CC=CC=C2)CC1